(R)-N-((Z)-(3-chloro-2,4-difluorophenyl)(trans-2-(trifluoromethyl)cyclopropyl)methylene)-2-methylpropane-2-sulfinamide ClC=1C(=C(C=CC1F)\C(=N/[S@](=O)C(C)(C)C)\[C@H]1[C@@H](C1)C(F)(F)F)F